(R)-N-((R)-1-(naphthalen-1-yl)ethyl)spiro[chromane-4,2'-[1,3]dioxane]-2-carboxamide C1(=CC=CC2=CC=CC=C12)[C@@H](C)NC(=O)[C@@H]1OC2=CC=CC=C2C2(OCCCO2)C1